10-methyloxydecyl-triethoxysilane COCCCCCCCCCC[Si](OCC)(OCC)OCC